C(C)C(COC(CCCCCCCCC(=O)OCC(CCCC)CC)=O)CCCC.FC(C=1C=C(C=CC1)S(=O)(=O)NC=1C=C(C=CC1)C=1N=C(SC1)NC(C)=O)(F)F N-(4-(3-(3-(trifluoromethyl)benzenesulfonylamino)phenyl)thiazol-2-yl)acetamide bis-(2-ethylhexyl)sebacate